3-amino-4-(3-hydroxy-2,6-dimethylphenyl)quinoline-2-carboxamide NC=1C(=NC2=CC=CC=C2C1C1=C(C(=CC=C1C)O)C)C(=O)N